COC=1C(=NC2=CC=CC=C2C1O)OC dimethoxy-quinolin-4-ol